N7-benzyl-guanosine 5'-diphosphate triethylammonium salt C(C)[NH+](CC)CC.P([O-])(=O)(OP(=O)([O-])[O-])OC[C@@H]1[C@H]([C@H]([C@@H](O1)N1C=[N+](C=2C(=O)NC(N)=NC12)CC1=CC=CC=C1)O)O.C(C)[NH+](CC)CC